benzyl N-[3-[methoxy(methyl)amino]-3-oxo-1-phenyl-propyl]carbamate CON(C(CC(C1=CC=CC=C1)NC(OCC1=CC=CC=C1)=O)=O)C